(5Z)-5-(phthalazin-6-ylmethylene)-2-thioxo-imidazolidin-4-one C1=NN=CC2=CC(=CC=C12)\C=C/1\C(NC(N1)=S)=O